[Si](C1=CC=CC=C1)(C1=CC=CC=C1)(C(C)(C)C)OC(C(=O)O)C1CC1 2-((tert-butyldiphenylsilyl)oxy)-2-cyclopropylacetic acid